(S)-1-(3-cyano-6-methyl-4-(trifluoromethyl)pyridin-2-yl)-N-(4-fluorophenyl)-N-(3-(1-methyl-1H-pyrazol-4-yl)prop-2-yn-1-yl)pyrrolidine-2-carboxamide C(#N)C=1C(=NC(=CC1C(F)(F)F)C)N1[C@@H](CCC1)C(=O)N(CC#CC=1C=NN(C1)C)C1=CC=C(C=C1)F